1-((2-(3,6-diazabicyclo[3.1.1]heptan-3-yl)-7-(4-methylthiazol-2-yl)benzo[d]oxazol-4-yl)oxy)-1,1-difluoro-2-methylpropan-2-ol C12CN(CC(N1)C2)C=2OC1=C(N2)C(=CC=C1C=1SC=C(N1)C)OC(C(C)(O)C)(F)F